3-hexyl-5-methylcyclohexyl acetate C(C)(=O)OC1CC(CC(C1)C)CCCCCC